tert-Butyl (R)-7-(6-(8-methoxy-2-methylimidazo[1,2-b]pyridazin-6-yl)thieno[3,2-b]pyridin-2-yl)-4-azaspiro[2.5]octane-4-carboxylate COC=1C=2N(N=C(C1)C=1C=C3C(=NC1)C=C(S3)[C@@H]3CCN(C1(CC1)C3)C(=O)OC(C)(C)C)C=C(N2)C